1,2-dimethyl-1,3-propylene glycol CC(C(CO)C)O